[(2R)-2-[(5-hydroxy-6-methoxy-3-pyridyl)carbamoylamino]-2-phenyl-ethyl] acetate C(C)(=O)OC[C@@H](C1=CC=CC=C1)NC(NC=1C=NC(=C(C1)O)OC)=O